C(C=C)C1=C(C=C(C=C1C)C)O 2-allyl-3,5-dimethylphenol